FC(C(C(C(S(=O)(=O)[O-])(F)F)(F)F)(F)F)(F)F.C(CCC)OC1=CC=C(C2=CC=CC=C12)[S+]1CCCC1 1-(4-n-butoxynaphthalene-1-yl)tetrahydrothiophenium nonafluoro-n-butanesulfonate